5-(2-hydroxyethoxy)-4-(methoxymethyl)-N-methyl-9H-pyrido[3,4-b]indole-3-carboxamide OCCOC1=C2C3=C(NC2=CC=C1)C=NC(=C3COC)C(=O)NC